COC1=CC=C(C=C1)P(C(F)(F)F)C1=CC=C(C=C1)OC bis(4-methoxyphenyl)(trifluoromethyl)phosphane